ClC=1C(=CC=C2N=CC(=NC12)C=1C=NN(C1)C1CC2(CNC2C2COC2)C1)OC1=CC2=C(N=C(N2)C)C=C1 8-chloro-7-[(2-methyl-3H-benzimidazol-5-yl)oxy]-2-[1-[(oxetan-3-yl)-2-azaspiro[3.3]heptan-6-yl]pyrazol-4-yl]quinoxaline